2-(methylthio)ethanethiol CSCCS